1'-(6-amino-5-((2-amino-3-chloro-pyridin-4-yl)thio)pyrazin-2-yl)-4,6-dihydrospiro[cyclopenta[b]thiophene-5,4'-piperidin]-4-amine NC1=C(N=CC(=N1)N1CCC2(CC1)C(C1=C(SC=C1)C2)N)SC2=C(C(=NC=C2)N)Cl